methyl 2-[6-[(1R)-1-aminoethyl]-1-pent-4-enyl-pyrrolo[2,3-b]pyridin-2-yl]-7-methoxy-1-methyl-benzimidazole-5-carboxylate N[C@H](C)C1=CC=C2C(=N1)N(C(=C2)C2=NC1=C(N2C)C(=CC(=C1)C(=O)OC)OC)CCCC=C